C(C=C)CC(=O)O.C(C)(=O)OCC=C allyl acetate (allyl acetate)